C(C1=CC=CC=C1)O[C@@H]1[C@@H]([C@H]([C@@H]2OC(OC[C@H]2O1)C1=CC=CC=C1)OC(C(=O)O)C)NC(=O)OCC 2-(((4aR,6S,7R,8R,8aS)-6-(benzyloxy)-7-((ethoxycarbonyl)amino)-2-phenylhexahydropyrano[3,2-d][1,3]Dioxin-8-yl)oxy)propionic acid